COC1=C(C=CC(=C1)OC)CNC1=NC=C(C(=C1)I)C N-[(2,4-dimethoxyphenyl)methyl]-4-iodo-5-methyl-pyridin-2-amine